2-mercapto-octane SC(C)CCCCCC